ClC=1C=C2C(=CN=C(C2=CN1)N1CC(C1)C(=O)OC)C(C)C methyl 1-(6-chloro-4-isopropyl-2,7-naphthyridin-1-yl)azetidine-3-carboxylate